4-methyl-1-((6-((4-(trifluoromethyl) phenyl) carbamoyl) pyridin-3-yl) methyl)-1H-1,2,3-triazole-5-carboxylate CC=1N=NN(C1C(=O)[O-])CC=1C=NC(=CC1)C(NC1=CC=C(C=C1)C(F)(F)F)=O